7-([1,1':4',1''-terphenyl]-2'-yl)-3,10-dibromo-1-phenylperylene C1(=CC=CC=C1)C1=C(C=C(C=C1)C1=CC=CC=C1)C1=C2C3=CC=CC4=C(C=C(C(C=5C=CC(=C(C=C1)C25)Br)=C43)C4=CC=CC=C4)Br